4-(2-(difluoromethoxy)-6-fluorophenyl)-N-(5-((5-(1-hydroxyethyl)pyridin-2-yl)methoxy)-1,3,4-thiadiazol-2-yl)-6-methylnicotinamide FC(OC1=C(C(=CC=C1)F)C1=CC(=NC=C1C(=O)NC=1SC(=NN1)OCC1=NC=C(C=C1)C(C)O)C)F